(E)-N,N-diethyl-2-((3-methoxy-1,4-dioxo-1,4-dihydronaphthalen-2-yl)methylene)pentanamide C(C)N(C(/C(/CCC)=C/C=1C(C2=CC=CC=C2C(C1OC)=O)=O)=O)CC